Cl.COC([C@@H](N)CC(C)C)=O L-Leucine methyl ester, hydrochloride